3-Oxetanemethanol-d4 O1C(C(C1[2H])(CO)[2H])([2H])[2H]